4'-methyl-5'-oxo-2'-((6-((1-(piperidin-4-yl)-1H-pyrazol-5-yl)amino)pyrimidin-4-yl)amino)-5',6'-dihydrospiro[cyclohexane-1,7'-pyrrolo[3,4-b]pyridine] 1'-oxide CC1=C2C(=[N+](C(=C1)NC1=NC=NC(=C1)NC1=CC=NN1C1CCNCC1)[O-])C1(NC2=O)CCCCC1